2-trimethoxysilyl-1-ethyl thioacetate C(C)(=S)OCC[Si](OC)(OC)OC